C(C1=CC=CC=C1)OC1=CC(=C(C=C1)C1C(CC=CC1)NC(C)=O)O N-(4'-(benzyloxy)-2'-hydroxy-1,2,3,6-tetrahydro-[1,1'-biphenyl]-2-yl)acetamide